[P].[Te] tellurium phosphorus